2-({4-[2-(4-chloro-2-fluorophenyl)-2-methyl-1,3-benzodioxol-4-yl]piperidin-1-yl}methyl)-1-(tetrahydrofuran-3-ylmethyl)-1H-benzimidazole-6-carboxylic acid ClC1=CC(=C(C=C1)C1(OC2=C(O1)C=CC=C2C2CCN(CC2)CC2=NC1=C(N2CC2COCC2)C=C(C=C1)C(=O)O)C)F